tert-butyl (2S)-4-cyano-2-methylpiperidine-1-carboxylate C(#N)C1C[C@@H](N(CC1)C(=O)OC(C)(C)C)C